COC(=O)C1CC(C2=C1C=NC=1N2N=C(C1)C)(C1=NNC=C1)C 2,8-dimethyl-8-(1H-pyrazol-3-yl)-7,8-dihydro-6H-cyclopenta[e]pyrazolo[1,5-a]pyrimidine-6-carboxylic acid methyl ester